4-methoxy-2,6-dibromopyridine COC1=CC(=NC(=C1)Br)Br